ClC(=CC(F)Cl)Cl 1,1,3-trichloro-3-fluoropropene